NN1C(=NC(=C1C(=O)N)C1=CC=C(C=C1)C(NC1=NC=CC=C1)=O)[C@H]1N(CCC1)C(C(=CC1CC1)C#N)=O (S)-1-Amino-2-(1-(2-cyano-3-cyclopropylacryloyl)pyrrolidin-2-yl)-4-(4-(pyridin-2-ylcarbamoyl)phenyl)-1H-imidazol-5-carboxamid